N-((2-(4'-Fluoro-2'-(4-methyl-4H-1,2,4-triazol-3-yl)-[1,1'-biphenyl]-3-yl)-7-(trifluoromethyl)benzo[d]oxazol-5-yl)methyl)cyclopropanamine FC1=CC(=C(C=C1)C1=CC(=CC=C1)C=1OC2=C(N1)C=C(C=C2C(F)(F)F)CNC2CC2)C2=NN=CN2C